potassium 1,3-dioxoisoindoline-2-ide O=C1[N-]C(C2=CC=CC=C12)=O.[K+]